N-(2-amino-2-oxoethyl)-5-(2'-amino-5-chloro-2,4'-difluoro-[1,1'-biphenyl]-4-carboxamido)-3-chloropicolinamide NC(CNC(C1=NC=C(C=C1Cl)NC(=O)C1=CC(=C(C=C1Cl)C1=C(C=C(C=C1)F)N)F)=O)=O